NC1=C(C=C(N=N1)C1=C(C=CC=C1)O)N1CC2CCC(C1)N2C2=CC(=NC=C2)C#CCN2CC(C2)(C2=CC=CC=C2)CO 2-[6-amino-5-[8-[2-[3-[3-(hydroxymethyl)-3-phenyl-azetidin-1-yl]prop-1-ynyl]-4-pyridinyl]-3,8-diazabicyclo[3.2.1]oct-3-yl]pyridazin-3-yl]phenol